CNCCNC N,N'-dimethylethylenebisAmine